(R)-1-(tertbutoxycarbonyl)-5-oxopyrrolidine-2-carboxylic acid C(C)(C)(C)OC(=O)N1[C@H](CCC1=O)C(=O)O